5-((2R,4S)-2-(2-(((1S,3R)-3-aminocyclopentyl)oxy)-5-fluoropyridin-3-yl)-4-fluoropyrrolidin-1-yl)pyrazolo[1,5-a]pyrimidine-3-carboxylic acid N[C@H]1C[C@H](CC1)OC1=NC=C(C=C1[C@@H]1N(C[C@H](C1)F)C1=NC=2N(C=C1)N=CC2C(=O)O)F